BrC=1C(=NC=C(C1C)C(F)(F)F)OC1=C(C=C(C=C1)F)OC 3-bromo-2-(4-fluoro-2-methoxy-phenoxy)-4-methyl-5-(trifluoromethyl)pyridine